BrC=1C=CC=2N(C1)C(=CN2)C2=NC(=NO2)C2=CC=C(C=C2)B2OC(C(O2)(C)C)(C)C 5-(6-Bromoimidazo[1,2-a]pyridin-3-yl)-3-(4-(4,4,5,5-tetramethyl-1,3,2-dioxaborolan-2-yl)phenyl)-1,2,4-oxadiazole